C(C)(C)(C)OC(=O)N1C[C@@H](CCC1)O tert-butyl-(3R)-3-hydroxypiperidine-1-carboxylate